BrC1=CC=C(OC[C@@H]2COC[C@](O2)(CI)C2CC2)C=C1 (2S,6S)-6-((4-bromophenoxy)methyl)-2-cyclopropyl-2-(iodomethyl)-1,4-dioxan